Sodium 5-acetamido-2,6-anhydro-3,4,5-trideoxy-4-(3H-naphtho[1,2-d][1,2,3]triazol-3-yl)-D-glycero-D-galacto-non-2-enonate C(C)(=O)N[C@@H]1[C@H](C=C(C(=O)[O-])O[C@H]1[C@H](O)[C@H](O)CO)N1N=NC2=C1C=CC1=CC=CC=C12.[Na+]